O1CCC(CC1)NC1=NN2C(C=C(C=C2)B2OC(C(O2)(C)C)(C)C)=N1 N-(Tetrahydro-2H-pyran-4-yl)-7-(4,4,5,5-tetramethyl-1,3,2-dioxaborolan-2-yl)-[1,2,4]triazolo[1,5-a]pyridin-2-amine